O1CCC2=C1C=CC(=C2)C2=NN(C=C2)S(=O)(=O)C=2SC=CC2 3-(2,3-dihydrobenzofuran-5-yl)-1-(thiophen-2-ylsulfonyl)-1H-pyrazole